tri(dimethylhydrazino)silane CN(N[SiH](NN(C)C)NN(C)C)C